(R)-N-((3,5-difluoro-4-((4-(3-fluoroazetidin-1-yl)-1-(phenylthio)butan-2-yl)amino)phenyl)sulfonyl)-1-fluorocyclohexane-1-carboxamide FC=1C=C(C=C(C1N[C@@H](CSC1=CC=CC=C1)CCN1CC(C1)F)F)S(=O)(=O)NC(=O)C1(CCCCC1)F